tert-butyl (1R,5S,6r)-6-(6-methoxy[1,2,4]triazolo[4,3-a]pyridin-3-yl)-3-azabicyclo[3.1.0]hexane-3-carboxylate COC=1C=CC=2N(C1)C(=NN2)C2[C@H]1CN(C[C@@H]21)C(=O)OC(C)(C)C